5-[4-[[4-[4-(trifluoromethoxy)anilino]-1-piperidyl]sulfonyl]phenyl]-1H-indazole-3-carbonitrile FC(OC1=CC=C(NC2CCN(CC2)S(=O)(=O)C2=CC=C(C=C2)C=2C=C3C(=NNC3=CC2)C#N)C=C1)(F)F